5-iodo-4-methyl-N-(4-((4-methylpiperazin-1-yl)methyl)-3-(trifluoromethyl)phenyl)benzamide IC=1C(=CC=C(C(=O)NC2=CC(=C(C=C2)CN2CCN(CC2)C)C(F)(F)F)C1)C